3a,6,7,7a-tetrahydrothiazolo[5,4-c]Pyridine-5(4H)-carboxylic acid tert-butyl ester C(C)(C)(C)OC(=O)N1CC2C(CC1)N=CS2